tert-Butyl (1R,4R,5S)-5-((3-amino-7-bromo-8-fluoro-6-methyl-2-(methylthio)quinolin-4-yl)(tert-butoxycarbonyl)amino)-2-azabicyclo[2.1.1]hexane-2-carboxylate NC=1C(=NC2=C(C(=C(C=C2C1N([C@H]1[C@H]2CN([C@@H]1C2)C(=O)OC(C)(C)C)C(=O)OC(C)(C)C)C)Br)F)SC